tert-butyl 3-[(6-bromo-5-fluoro-3-pyridyl)methylene]azetidine-1-carboxylate BrC1=C(C=C(C=N1)C=C1CN(C1)C(=O)OC(C)(C)C)F